[5-(4,4,5,5-tetramethyl-1,3,2-dioxaborolan-2-yl)thiazol-2-yl]carbamate CC1(OB(OC1(C)C)C1=CN=C(S1)NC([O-])=O)C